2-[[4-[[(1Z)-2-ethoxy-3,3,3-trifluoro-1-propen-1-yl]oxy]phenyl]methyl]-N-(cyclopropylmethoxy)-6-pyridinecarboxamide C(C)O\C(=C/OC1=CC=C(C=C1)CC1=NC(=CC=C1)C(=O)NOCC1CC1)\C(F)(F)F